methyl 6-chloro-3-[2,3-difluoro-4-[4-(4-methylpiperazin-1-yl)-1-piperidyl]anilino]-5-(methylamino)pyrazine-2-carboxylate ClC1=C(N=C(C(=N1)C(=O)OC)NC1=C(C(=C(C=C1)N1CCC(CC1)N1CCN(CC1)C)F)F)NC